O=C1NC(CCC1N1CC2=CC(=C(C=C2C1=O)C#N)OCC)=O 2-(2,6-dioxopiperidine-3-yl)-6-ethoxy-3-oxoisoindoline-5-carbonitrile